COC=1C=C(C=CC1OC1CCC(CC1)N1CCOCC1)NC1=NC=CC(=N1)NC=1C=NC2=CC=CC=C2C1 2-{3-methoxy-4-[(1s,4s)-4-morpholinocyclohexyloxy]phenylamino}-4-(3-quinolylamino)pyrimidine